CN(C)C1=CC=CC2=C1C=CC3=CC=CC=C32 dimethylaminophenanthrene